C1(CC1)NCCCC 4-Cyclopropylaminobutan